rac-3a-(3,4-dimethoxyphenyl)-1-(methyl-d3)-1,2,3,3a,7,7a-hexahydro-6H-indol-6-one COC=1C=C(C=CC1OC)C12CCN(C2CC(C=C1)=O)C([2H])([2H])[2H]